COC1=NC(=NC(=N1)C1=CC=CC=C1)NCC1=C(N=NN1C)C1=CC=C(C(=N1)C)O[C@@H]1C[C@H](CCC1)C(=O)O (1S,3S)-3-((6-(5-(((4-methoxy-6-phenyl-1,3,5-triazin-2-yl)amino)methyl)-1-methyl-1H-1,2,3-triazol-4-yl)-2-methylpyridin-3-yl)oxy)cyclohexanecarboxylic acid